N-(2-(benzo[d]thiazol-2-yl)-4-nitrophenyl)-4-(trifluoromethyl)benzamide S1C(=NC2=C1C=CC=C2)C2=C(C=CC(=C2)[N+](=O)[O-])NC(C2=CC=C(C=C2)C(F)(F)F)=O